COC=1C=C2C(=CC=NC2=CC1)CC[C@@]1([C@@H]2[C@H](OC1)[C@H](CO2)NCC2=CC=C(C=C2)C)O (3R,3aS,6S,6aR)-3-(2-(6-methoxyquinolin-4-yl)ethyl)-6-((4-methylbenzyl)amino)hexahydrofuro[3,2-b]furan-3-ol